CS(=O)(=O)OCC1CN(C2=C(S1)N=CC=C2)C2=CC=C(C=C2)C(F)(F)F (1-(4-(trifluoromethyl)phenyl)-2,3-dihydro-1H-pyrido[2,3-b][1,4]thiazin-3-yl)methyl methanesulfonate